O=C1NC2=CC=CC=C2C(N1)CNC(OC(C)(C)C)=O tert-Butyl ((2-oxo-1,2,3,4-tetrahydroquinazolin-4-yl)methyl)carbamate